4-bromo-3,6-dihydro-2H-pyran-5-carbaldehyde BrC=1CCOCC1C=O